N-(2-(1-(6,7-dimethoxyquinolin-4-yl)piperidin-4-yl)propyl)cyclopropanamine COC=1C=C2C(=CC=NC2=CC1OC)N1CCC(CC1)C(CNC1CC1)C